2-((2-hydroxyethyl)(phenyl)amino)-3,5-dihydro-4H-imidazol-4-one OCCN(C1=NCC(N1)=O)C1=CC=CC=C1